3-bromo-4-iodo-5-methoxybenzonitrile BrC=1C=C(C#N)C=C(C1I)OC